Aminopropylagmatine NCCCNCCCCNC(N)=N